5-[(2-{4-[5-chloro-2-(3-methyl-1,2-oxazol-5-yl)phenyl]-5-methoxy-2-oxopyridin-1(2H)-yl}-4-methoxybutyryl)amino]-N-methylpyridine-2-carboxamide ClC=1C=CC(=C(C1)C1=CC(N(C=C1OC)C(C(=O)NC=1C=CC(=NC1)C(=O)NC)CCOC)=O)C1=CC(=NO1)C